Ethyl (E)-2-cyano-3-(1-(4-methoxyphenyl)-1H-indol-3-yl)acrylate C(#N)/C(/C(=O)OCC)=C\C1=CN(C2=CC=CC=C12)C1=CC=C(C=C1)OC